Cl.OC(COC(C(=C)C)=O)C 2-hydroxypropylmethacrylat Hydrochlorid